O=C1[C@H]([C@@H](CC1)CC(=O)OC)CCCCC |r| (+-)-METHYL TRANS-3-OXO-2-PENTYL-1-CYCLOPENTANEACETATE